O=C1C(=CN=C(N1CC(=O)O)C1=CC=CC=C1)NC(C1=CC(=CC=C1)C=1SC=CN1)=O 2-(6-oxo-2-phenyl-5-(3-(thiazol-2-yl)benzamido)pyrimidin-1(6H)-yl)acetic acid